NC=1C=CC2=C(OC(C(N2)=O)C2=CC=CC=C2)C1 7-amino-2-phenyl-2H-benzo[b][1,4]oxazin-3(4H)-one